CC(CC(=O)[O-])(C)C 3,3-dimethylbutyrate